CC1=CC(=NN1COCC[Si](C)(C)C)C(=O)[O-] 5-methyl-1-[2-(trimethylsilyl)ethoxylmethyl]-1H-pyrazole-3-carboxylate